NC=1C=C(C=C(C1)C(COC)(F)F)[C@@H](C)NC1=NC(=NC2=CC(=C(C=C12)C1(CCOCC1)OC)C1CC1)C (R)-N-(1-(3-amino-5-(1,1-difluoro-2-methoxyethyl)phenyl)ethyl)-7-cyclopropyl-6-(4-methoxytetrahydro-2H-pyran-4-yl)-2-methylquinazolin-4-amine